rac-(2R,3R)-8-(3-hydroxypropyl)-8-azaspiro[4.5]decane-2,3-diyl bis(2-heptylnonanoate) C(CCCCCC)C(C(=O)O[C@@H]1CC2(C[C@H]1OC(C(CCCCCCC)CCCCCCC)=O)CCN(CC2)CCCO)CCCCCCC |r|